2-[2-[(E)-3-[4-[(E)-Pent-2-en-3-yl]oxyphenyl]prop-2-enoyl]phenoxy]acetic acid C\C=C(/CC)\OC1=CC=C(C=C1)/C=C/C(=O)C1=C(OCC(=O)O)C=CC=C1